ClC1=CC=C(C=C1)C1=C(C=CC=C1)CN1CC2CCC(C1)N2CC=2C=C1CN(C(C1=CC2)=O)C2C(NC(CC2)=O)=O 3-(5-((3-((4'-chloro-[1,1'-biphenyl]-2-yl)methyl)-3,8-diazabicyclo[3.2.1]octane-8-yl)methyl)-1-oxoisoindolin-2-yl)piperidine-2,6-dione